BrC1=C(C(=O)OCC)C=CC(=C1F)F ethyl 2-bromo-3,4-difluorobenzoate